[Sn].[Pb].[Cs] cesium-lead-tin